2-[(2-chloro-3-fluoro-benzoyl)amino]-4-[[3,3-difluoro-2-methoxy-propyl]-[4-(5,6,7,8-tetrahydro-1,8-naphthyridin-2-yl)butyl]amino]butanoic acid ClC1=C(C(=O)NC(C(=O)O)CCN(CCCCC2=NC=3NCCCC3C=C2)CC(C(F)F)OC)C=CC=C1F